COC1=CC=C(C=C1)CSC1=CN=C(S1)C=O 5-[(4-methoxyphenyl)methylsulfanyl]thiazole-2-carbaldehyde